2-(2-aminoethyl)-N-(pyrimidin-2-ylmethyl)-1,3-thiazole-4-carboxamide dihydrochloride Cl.Cl.NCCC=1SC=C(N1)C(=O)NCC1=NC=CC=N1